C(CCCCCCCCC(=O)OC(C)(C)C)(=O)[O-] 10-(tert-butyl) decanedioate